[N+](=O)([O-])C1=CC=C(C=C1)S(=O)(=O)NCCOCCOCCOC1CCN(CC1)C(=O)OC(C)(C)C tert-butyl 4-[2-[2-[2-[(4-nitrophenyl)sulfonylamino]ethoxy]ethoxy]ethoxy]piperidine-1-carboxylate